ClC=1C2=CN(N=C2C=CC1C1=NNC2=NC(=CN=C21)N2C[C@H]1C([C@H]1C2)(C2=NC=C(C=C2)F)CN)C ((1R,5S,6r)-3-(3-(4-chloro-2-methyl-2H-indazol-5-yl)-1H-pyrazolo[3,4-b]pyrazin-6-yl)-6-(5-fluoropyridin-2-yl)-3-azabicyclo[3.1.0]hexan-6-yl)methanamine